1-(2-hydroxy-3-tributoxysilylpropoxypropyl)imidazole OC(COCCCN1C=NC=C1)C[Si](OCCCC)(OCCCC)OCCCC